CC1(CN(C=2C1=NC(=CC2)C)C(=O)NC[C@H](C2=CC=CC=C2)NC)C (S)-3,3,5-trimethyl-N-(2-(methylamino)-2-phenylethyl)-2,3-dihydro-1H-pyrrolo[3,2-b]pyridine-1-carboxamide